FC(F)C1=CC(=CC2=NC=C3C=CC=CC3=C12)F (difluoromethyl)-3-fluorophenanthridine